[Cu].[Bi].[Ni] nickel-bismuth-copper